C(CCC)S(=O)(=O)C=1C=C(C=CC1OCC1CCN(CC1)S(=O)(=O)C)CO (3-(butylsulfonyl)-4-((1-(methylsulfonyl)piperidin-4-yl)methoxy)phenyl)methanol